(S)-oxacyclohexane-2-carboxylic acid O1[C@@H](CCCC1)C(=O)O